bis(4-methoxybenzyl)-5-(trifluoromethyl)pyridin-2-amine COC1=CC=C(CC2=C(C(=NC=C2C(F)(F)F)N)CC2=CC=C(C=C2)OC)C=C1